8-((4-((cyclopropylmethyl)(4-fluoro-3-methoxyphenyl)amino)cyclohexyl)(methyl)amino)-5-methyl-6-oxo-5,6-dihydro-1,5-naphthyridine-2-carbonitrile C1(CC1)CN(C1CCC(CC1)N(C1=CC(N(C=2C=CC(=NC12)C#N)C)=O)C)C1=CC(=C(C=C1)F)OC